IC1=CC=C(C(=O)N2C(C3=CC=CC=C3C2=O)=O)C=C1 2-(4-iodobenzoyl)isoindoline-1,3-dione